C(C)(C)OC([C@@](CC(C)(C)C)(C1=C(C=C(C=C1)C1=NC=NN1COCC[Si](C)(C)C)F)N)=O.COC1=CC=C(C=C1)P(C1=CC=C(C=C1)OC)C1=CC=C(C=C1)OC tris(4-methoxyphenyl)phosphane isopropyl-(R)-2-amino-2-(2-fluoro-4-(1-((2-(trimethylsilyl)ethoxy)methyl)-1H-1,2,4-triazol-5-yl)phenyl)-4,4-dimethylpentanoate